(R)-(2-methylpiperazin-1,4-diyl)bis((2-fluoro-4-methoxyphenyl)methanone) C[C@H]1N(CCN(C1)C(=O)C1=C(C=C(C=C1)OC)F)C(=O)C1=C(C=C(C=C1)OC)F